ClC=1C=C(C=NC1)N1CCN(CC1)S(=O)(=O)C1=CC=C(C=C1)NC(C1=C(C=CC=C1)N(S(=O)(=O)C)C)=O N-[4-[4-(5-chloro-3-pyridyl)piperazin-1-yl]sulfonylphenyl]-[methyl(methylsulfonyl)amino]benzamide